C(C)(C)(C)[Si](OCCC1=NC=C(C=N1)N)(C1=CC=CC=C1)C1=CC=CC=C1 2-[2-[tert-butyl-(diphenyl)silyl]oxyethyl]pyrimidin-5-amine